N1(CCC1)C(C)(C)C1CC(NC1)=O 4-(2-(Azetidin-1-yl)propan-2-yl)pyrrolidin-2-one